CC1(OB(OC1(C)C)C1=CCC(CC1)OC1=NC=CC(=C1)C=1C(=C2CCCC2=CC1)NC(=O)NS(=O)(=O)C)C N-((5-(2-((4-(4,4,5,5-tetramethyl-1,3,2-dioxaborolan-2-yl)cyclohex-3-en-1-yl)oxy)pyridin-4-yl)-2,3-dihydro-1H-inden-4-yl)carbamoyl)methanesulfonamide